C1(CCCCC1)CN1C=NC(=C1)C=1C(=C(C(=CC1)O)N1CC(NS1(=O)=O)=O)F 5-(3-(1-(cyclohexylmethyl)-1H-imidazol-4-yl)-2-fluoro-6-hydroxyphenyl)-1,2,5-thiadiazolidin-3-one 1,1-dioxide